C=C1C(NC(C(N1)=O)=CC=1N=CN(C1C(C)C)CC1=CC2=CC=CC=C2C=C1)=O methylene-6-((5-isopropyl-1-(2-naphthylmethyl)imidazol-4-yl)methylene)piperazine-2,5-dione